CN(S(=O)(=O)C=1C=NC(=CC1)C1=NSC(=N1)NC1=NC=CC=C1C)C N,N-dimethyl-6-(5-(3-methylpyridin-2-ylamino)-1,2,4-thiadiazol-3-yl)pyridine-3-sulfonamide